C(C)=C1C2C3CC4OC4(CC3C(C1)C2)C 10-ethylidene-4-methyl-5-oxatetracyclo[7.2.1.0~2,8~.0~4,6~]dodecane